tert-butyl 2-(methylsulfonyl)-4-(4-((2-(trimethylsilyl) ethoxy) carbonyl) piperazin-1-yl)-5,7-dihydro-6H-pyrrolo[3,4-d]pyrimidine-6-carboxylate CS(=O)(=O)C=1N=C(C2=C(N1)CN(C2)C(=O)OC(C)(C)C)N2CCN(CC2)C(=O)OCC[Si](C)(C)C